9-(2-(4-(9H-carbazol-9-yl)-6-chloro-1,3,5-triazin-2-yl)phenyl)-9H-carbazole C1=CC=CC=2C3=CC=CC=C3N(C12)C1=NC(=NC(=N1)Cl)C1=C(C=CC=C1)N1C2=CC=CC=C2C=2C=CC=CC12